7-bromo-1H-benzimidazole-5-amine BrC1=CC(=CC2=C1NC=N2)N